silver-copper-oxide [Cu]=O.[Ag]